((1r,4S)-4-(difluoromethyl)cyclohexyl)((2S,3R,4R,5S)-3,4,5-tris(benzyloxy)-2-((benzyloxy)methyl)piperidin-1-yl)methanone FC(C1CCC(CC1)C(=O)N1[C@H]([C@H]([C@@H]([C@H](C1)OCC1=CC=CC=C1)OCC1=CC=CC=C1)OCC1=CC=CC=C1)COCC1=CC=CC=C1)F